C1(=CC=CC=C1)P([O-])([O-])=O.[Ce+3].[Zn+2] zinc cerium phenylphosphonate